methanamine, hydrochloride Cl.CN